4-bromo-5,6-dihydropyridin-1(2H)-carbamic acid tert-butyl ester C(C)(C)(C)OC(NN1CC=C(CC1)Br)=O